propyl 2-oxoheptanoate O=C(C(=O)OCCC)CCCCC